(S)-N-[(1R)-1-[2-[bis[(4-methoxyphenyl)methyl]amino]-3-pyridyl]ethyl]-2-methyl-propane-2-sulfinamide COC1=CC=C(C=C1)CN(C1=NC=CC=C1[C@@H](C)N[S@@](=O)C(C)(C)C)CC1=CC=C(C=C1)OC